N1=CN=C2NC=NC2=C1C=1C(=NC=CC1)NC=1C=CC(=C(C1)NC(C1=CC(=CC=C1)C(F)(F)F)=O)Cl N-(5-(3-(9H-purin-6-yl)pyridin-2-ylamino)-2-chlorophenyl)-3-(trifluoromethyl)benzamid